C1(=CC=CC=C1)C1=C(C=C(C=C1)C1=CC=CC=C1)N1C2=CC=CC=C2C=2C=C(C=CC12)C1=CC=C(C2=CC=CC=C12)Cl 9-([1,1':4',1''-terphenyl]-2'-yl)-3-(4-Chloronaphthalen-1-yl)-9H-carbazole